[(2S)-4-[(4R)-4-methyl-2-(1-methylpyrazolo[3,4-b]pyridin-4-yl)-3,4-dihydro-1H-isoquinolin-6-yl]piperazin-2-yl]methanol C[C@H]1CN(CC2=CC=C(C=C12)N1C[C@H](NCC1)CO)C1=C2C(=NC=C1)N(N=C2)C